4-[(R)-4-isobutyryl-3-methyl-1-piperazinyl]-1-[5-(difluoromethyl)-1,3,4-thiadiazol-2-yl]-3-ethyl-6-(3-methyl-3-oxetanylaminosulfonyl)-1,3-dihydro-1,3-benzimidazol-2-one C(C(C)C)(=O)N1[C@@H](CN(CC1)C1=CC(=CC=2N(C(N(C21)CC)=O)C=2SC(=NN2)C(F)F)S(=O)(=O)NC2(COC2)C)C